N-(2,6-dinitrobenzyloxy)carbonyl-N-cyclohexylamine [N+](=O)([O-])C1=C(COC(=O)NC2CCCCC2)C(=CC=C1)[N+](=O)[O-]